2,4,4-trimethylbenzoyl-diphenylphosphine oxide CC1=C(C(=O)P(C2=CC=CC=C2)(C2=CC=CC=C2)=O)C=CC(C1)(C)C